C12(CC3CC(CC(C1)C3)C2)C=2C=C(C=CC2OCC#C)C=2C=C3C=CC(=CC3=CC2)C(=O)O 6-[3-(adamantan-1-yl)-4-(prop-2-ynyloxy)phenyl]naphthalene-2-carboxylic acid